FC12CC(C1)(C2)CC(=O)O (3-fluoro-bicyclo[1.1.1]pentan-1-yl)acetic acid